N-(2-fluorophenyl)-2-methyl-4H-thieno[3,2-b]pyrrole-5-carboxamide FC1=C(C=CC=C1)NC(=O)C1=CC2=C(N1)C=C(S2)C